6-{3-[endo-3-Amino-8-azabicyclo[3.2.1]octan-8-yl]-5H-pyrrolo[2,3-b]pyrazin-7-yl}-5-chloro-2-methyl-1,2-dihydroisoquinolin-1-one, dihydrochloride Salt Cl.Cl.NC1CC2CCC(C1)N2C2=CN=C1C(=N2)NC=C1C=1C(=C2C=CN(C(C2=CC1)=O)C)Cl